ethyl (E)-phenyl-2-naphthoate C1(=CC=CC=C1)C1=C(C=CC2=CC=CC=C12)C(=O)OCC